FC1=C(C=CC(=C1)F)CNC(=O)C=1C(C(=C2N(C[C@@H]3N(C2=O)[C@H](CO3)C(C)C)C1)O)=O (3S,11aR)-N-[(2,4-Difluorophenyl)methyl]-6-hydroxy-3-(1-methyl-ethyl)-5,7-dioxo-2,3,5,7,11,11a-hexahydro[1,3]oxazolo[3,2-a]pyrido[1,2-d]pyrazine-8-carboxamide